NCCOCCOCCNC(C1=CC=C(C=C1)CN=[N+]=[N-])=O N-(2-(2-(2-aminoethoxy)ethoxy)ethyl)-4-(azidomethyl)benzamide